(6-chloro-3-methyl-1-(oxetan-3-yl)-1H-pyrazolo[3,4-b]pyridin-4-yl)methanol tert-butyl-4-[4-(phenoxycarbonylamino)phenyl]-3,6-dihydro-2H-pyridine-1-carboxylate C(C)(C)(C)C1N(CC=C(C1)C1=CC=C(C=C1)NC(=O)OC1=CC=CC=C1)C(=O)OCC1=C2C(=NC(=C1)Cl)N(N=C2C)C2COC2